5-hydroxy-2-methylanthraquinone OC1=C2C(C=3C=CC(=CC3C(C2=CC=C1)=O)C)=O